FC=1C=C2C(=CC=NC2=CC1)OC1CC2(CN(C2)C(C(=O)O)C)C1 2-(6-((6-fluoroquinolin-4-yl)oxy)-2-azaspiro[3.3]heptan-2-yl)propionic acid